1-((1-methylazepan-3-yl)methyl)-1H-indol CN1CC(CCCC1)CN1C=CC2=CC=CC=C12